COC=1C=C2C3CCC(C2=CC1)N3C(C)C 4-methoxy-11-(prop-2-yl)-11-azatricyclo[6.2.1.02,7]Undec-2,4,6-triene